[Co]=O.[Mn].[Ni].[Li] lithium nickel manganese-Cobalt oxide